4-[(4-amino-3-methylphenyl)-(4-imino-3-methylcyclohexa-2,5-dien-1-ylidene)methyl]-2-methylaniline hydrochloride Cl.NC1=C(C=C(C=C1)C(C1=CC(=C(N)C=C1)C)=C1C=C(C(C=C1)=N)C)C